CNCC[C@@H](C1=CC=CC=C1)OC2=CC=C(C=C2)C(F)(F)F The molecule is an N-methyl-3-phenyl-3-[4-(trifluoromethyl)phenoxy]propan-1-amine that has S configuration. [The antidepressant drug fluoxetine is a racemate comprising equimolar amounts of (R)- and (S)-fluoxetine]. It has a role as an antidepressant and a serotonin uptake inhibitor. It is a conjugate base of a (S)-fluoxetine(1+). It is an enantiomer of a (R)-fluoxetine.